CC1=NC=C(C=N1)NC(O[C@@H](COC1=CC2=C(N=C(S2)Cl)C=C1F)C)=O (R)-1-((2-chloro-5-fluorobenzo[d]thiazol-6-yl)oxy)propan-2-yl (2-methylpyrimidin-5-yl)carbamate